C(C)OC=1C=C(C=CC1OC)[C@@H](CS(=O)(=O)C)N1C(C2=CC(=CC(=C2C1=O)NC(C)=O)F)=O (S)-N-(2-(1-(3-ethoxy-4-methoxyphenyl)-2-(methylsulfonyl)ethyl)-6-fluoro-1,3-dioxoisoindolin-4-yl)acetamide